2-[3,5-difluoro-N-(tetrahydropyran-4-carbonyl)amino]-N-[(1S)-2,2-dimethylcyclobutyl]-5-methyl-thiazole-4-carboxamide FC1COCC(C1C(=O)NC=1SC(=C(N1)C(=O)N[C@@H]1C(CC1)(C)C)C)F